7-oxo-4-thia-1-azabicyclo[3.2.0]heptane-2-formic acid monohydrate O.O=C1CC2SCC(N12)C(=O)O